CC1(CC=CC2=NC3=CC=CC=C3C=C12)C dimethyldihydroacridine